4-(1-[(benzyloxy)carbonyl]piperidin-4-yl)piperazine-1-carboxylic acid tert-butyl ester C(C)(C)(C)OC(=O)N1CCN(CC1)C1CCN(CC1)C(=O)OCC1=CC=CC=C1